C1(=CC=CC=C1)C(C1=CC=CC=C1)=NC(CC(=O)OCC)(C1=CC=CC=C1)C1=CC=C(C=C1)OC ethyl 3-((diphenylmethylene) amino)-3-(4-methoxyphenyl)-3-phenylpropionate